2-[2-(4-chloro-3-fluorophenyl)-1,3-oxazol-4-yl]ethanol ClC1=C(C=C(C=C1)C=1OC=C(N1)CCO)F